C1(=CC=C(C=C1)N1C(N(C2=NC(=CC=C21)C(=O)OC)[C@@H]2CN(CC2)CC=2N(C=CN2)C)=O)C2=CC=CC=C2 Methyl (S)-1-([1,1'-biphenyl]-4-yl)-3-(1-((1-methyl-1H-imidazol-2-yl)methyl)pyrrolidin-3-yl)-2-oxo-2,3-dihydro-1H-imidazo[4,5-b]pyridine-5-carboxylate